1,1'-oxalyl-diimidazole C(C(=O)N1C=NC=C1)(=O)N1C=NC=C1